CC(C[Mg]Br)(CCCCCCCC)C 2,2-dimethyldecyl-magnesium bromide